(2-methylphenyl)(2,4,6-trimethylphenyl)iodonium trifluoromethansulfonate FC(S(=O)(=O)[O-])(F)F.CC1=C(C=CC=C1)[I+]C1=C(C=C(C=C1C)C)C